C1(=CC=CC=C1)C1=CC=CC(=C1)C1=CC=CC=C1 2,4-diphenylbenzene